OC12C(C=3C=C(SC3N=C2N(CC1)C1=CC=NC=C1)C)=O 9-hydroxy-5-methyl-12-(pyridin-4-yl)-4-thia-2,12-diazatricyclo[7.3.0.03,7]dodeca-1,3(7),5-trien-8-one